5-(5-(azetidin-1-yl)-1-(tetrahydrofuran-3-yl)-1H-benzo[d]imidazol-2-yl)-2-hydroxy-3-methoxybenzoic acid N1(CCC1)C1=CC2=C(N(C(=N2)C=2C=C(C(=C(C(=O)O)C2)O)OC)C2COCC2)C=C1